C(C)CCOC1=CC=CC2=C(C3=CC=CC=C3C(=C12)C1=CC=CC=C1)C1=CC=CC=C1 2-ethyl-9,10-diphenylethyloxyanthracene